C(C)(C)C1=CC=C(C=C1)NC1=NS(C2=C(N1)C(=CC=C2)C(=C)C)(=O)=O ((4-isopropylphenyl)amino)-5-(prop-1-en-2-yl)-4H-benzo[e][1,2,4]thiadiazine 1,1-dioxide